(Z)-3-({3-[4-(cyclopropanecarbonyl)piperazine-1-carbonyl]-4-fluorophenyl}methylidene)-2-benzofuran-1(3H)-one C1(CC1)C(=O)N1CCN(CC1)C(=O)C=1C=C(C=CC1F)\C=C\1/OC(C2=C1C=CC=C2)=O